tert-butyl (((7-bromo-4-hydroxychroman-4-yl)methyl)sulfonyl)carbamate BrC1=CC=C2C(CCOC2=C1)(O)CS(=O)(=O)NC(OC(C)(C)C)=O